7-[6-chloro-5-[(1R)-1-(3,5-dichloro-2-methyl-4-pyridyl)ethoxy]-1H-indazol-3-yl]-1-methylsulfonyl-2,3-dihydro-pyrido[2,3-b][1,4]oxazine ClC1=C(C=C2C(=NNC2=C1)C1=CC2=C(OCCN2S(=O)(=O)C)N=C1)O[C@H](C)C1=C(C(=NC=C1Cl)C)Cl